NC=1SC2=C(N1)C=CC(=C2)N(C(=O)NC2=CC=C(C=C2)C(C)=O)CCN2CCOCC2 (2-aminobenzo[d]thiazol-6-yl)-1-[2-(4-morpholinyl)ethyl]-3-(4-acetylphenyl)urea